NC1=NC=C(C2=C1C=CO2)C=2C=NN(C2)C2CCOCC2 4-amino-7-(1-(tetrahydro-2H-pyran-4-yl)-1H-pyrazol-4-yl)furo[3,2-c]pyridin